tin butanoate C(CCC)(=O)[O-].[Sn+4].C(CCC)(=O)[O-].C(CCC)(=O)[O-].C(CCC)(=O)[O-]